2-chloro-4-[(4-chloro-2-fluoro-phenyl)methoxy]benzene ClC1=CC=CC(=C1)OCC1=C(C=C(C=C1)Cl)F